methyl 2-fluoro-3-nitrobenzoate FC1=C(C(=O)OC)C=CC=C1[N+](=O)[O-]